1-{2-[3-(Morpholine-4-yl)propoxy]phenyl}propane-1-one N1(CCOCC1)CCCOC1=C(C=CC=C1)C(CC)=O